α,α-diallyl-γ-caprolactone C(C=C)C1(C(=O)OC(C1)CC)CC=C